3-(difluoromethyl)-N-(3-(7-((4-methoxybenzyl)(methyl)amino)-1,6-naphthyridin-3-yl)-4-methylphenyl)benzamide FC(C=1C=C(C(=O)NC2=CC(=C(C=C2)C)C=2C=NC3=CC(=NC=C3C2)N(C)CC2=CC=C(C=C2)OC)C=CC1)F